tri(2,4-di-tert-butylphenyl)pentaerythritol phosphite P(O)(O)O.C(C)(C)(C)C1=C(C=CC(=C1)C(C)(C)C)C(C(C(O)(C1=C(C=C(C=C1)C(C)(C)C)C(C)(C)C)C1=C(C=C(C=C1)C(C)(C)C)C(C)(C)C)(CO)CO)O